C(C(=C)C)(=O)OCCCCCC[Si](OC)(OC)C 3-(methacryloxypropyl)propylmethyldimethoxysilane